C(C=C)OC(C(C)S(=O)(=O)O)O allyloxy-1-hydroxy-2-propanesulfonic acid